4-(2-oxo-1-piperidyl)-N-[3-(2-pyrimidin-2-ylethynyl)phenyl]benzamide O=C1N(CCCC1)C1=CC=C(C(=O)NC2=CC(=CC=C2)C#CC2=NC=CC=N2)C=C1